ClC=1C(=CC(=C(C1)NC1=NC=NC2=CC(=C(C=C12)NC(C=C)=O)OCCN1CCOCC1)C(C)(C)O)F N-(4-((5-chloro-4-fluoro-2-(2-hydroxypropan-2-yl)phenyl)amino)-7-(2-morpholinoethoxy)quinazolin-6-yl)acrylamide